FC=1C=C(C2=CN(N=C2C1C(NC=1C(=C(C=2N(C1)C=C(N2)C)F)OC)=O)C)N2CCS(CC2)(=O)NC(OC(C)(C)C)=O tert-butyl N-[4-[6-fluoro-7-[(8-fluoro-7-methoxy-2-methyl-imidazo[1,2-a]pyridin-6-yl)carbamoyl]-2-methyl-indazol-4-yl]-1-oxo-1,4-thiazinan-1-yl]carbamate